propene-tricarboxylic acid C(C=C)(C(=O)O)(C(=O)O)C(=O)O